5-fluoro-6-(2-fluoro-6-methoxyphenyl)nicotinoyl chloride FC=1C(=NC=C(C(=O)Cl)C1)C1=C(C=CC=C1OC)F